6-(aminomethyl)pyridine-2-carboxamide hydrochloride Cl.NCC1=CC=CC(=N1)C(=O)N